Cl.ClC1=C(C=CC=C1)C1=C(C(=NC2=CC(=CC=C12)C1=C(N=CS1)C)N1CC2(CNC2)CC1)C#N 4-(2-chlorophenyl)-7-(4-methylthiazol-5-yl)-2-(2,6-diazaspiro[3.4]octan-6-yl)quinoline-3-carbonitrile hydrochloride